C(C1=CC=CC=C1)N1C[C@@]2(C[C@@]2(C1)C(F)(F)F)C(=O)NNC(=O)OC1CCN(CC1)C 1-methylpiperidin-4-yl 2-((1S,5R)-3-benzyl-5-(trifluoromethyl)-3-azabicyclo[3.1.0]hexane-1-carbonyl)hydrazine-1-carboxylate